ClC=1N=C(C2=C(N1)N(C(C21CCCC1)=O)C=1C=NC(=NC1)C=1CC(OC(C1)(C)C)(C)C)Cl 2',4'-dichloro-7'-[2-(2,2,6,6-tetramethyl-3,6-dihydro-2H-pyran-4-yl)pyrimidin-5-yl]-6',7'-dihydrospiro[cyclopentane-1,5'-pyrrolo[2,3-d]pyrimidin]-6'-one